N-methyl-5-(4-(3-(8-oxo-7,8-dihydroimidazo[1,2-a]pyrazin-6-yl)pyrrolidin-1-yl)piperidin-1-yl)picolinamide CNC(C1=NC=C(C=C1)N1CCC(CC1)N1CC(CC1)C=1NC(C=2N(C1)C=CN2)=O)=O